2-(2-trifluoromethyl-4-(4-(6-(N-methylcarbamoylamino)-1H-indol-2-yl)phenoxy)phenyl)-N-methyl-1H-indole-6-carboxamide FC(C1=C(C=CC(=C1)OC1=CC=C(C=C1)C=1NC2=CC(=CC=C2C1)NC(NC)=O)C=1NC2=CC(=CC=C2C1)C(=O)NC)(F)F